1-carboxymethylpseudouridine C(=O)(O)CN1C=C([C@H]2[C@H](O)[C@H](O)[C@@H](CO)O2)C(NC1=O)=O